COC1=CC=C(COCC=2C=C(C=CC2C)B2OC(C(O2)(C)C)(C)C)C=C1 2-(3-{[(4-methoxybenzyl)oxy]methyl}-4-methylphenyl)-4,4,5,5-tetramethyl-1,3,2-dioxaborolane